benzyl N-(3-amino-3-oxo-propyl)-N-(tert-butoxycarbonylamino)carbamate NC(CCN(C(OCC1=CC=CC=C1)=O)NC(=O)OC(C)(C)C)=O